1-((3S,4R)-3-(3-(2-hydroxyphenyl)-7H-pyrrolo[2,3-c]pyridazin-6-yl)-4-(pyridin-4-yl)pyrrolidin-1-yl)prop-2-en-1-one OC1=C(C=CC=C1)C1=CC2=C(N=N1)NC(=C2)[C@@H]2CN(C[C@H]2C2=CC=NC=C2)C(C=C)=O